ClC(CCC)Cl 1,1-dichlorobutane